4-[6-(piperazin-1-yl)pyridin-3-yl]-7H-pyrrolo[2,3-d]pyrimidine-5-carbonitrile N1(CCNCC1)C1=CC=C(C=N1)C=1C2=C(N=CN1)NC=C2C#N